CC1=NC2=CC=CC(=C2C(N1C1C(NC(CC1)=O)=O)=O)NCCC1=CC=CC=C1 3-(2-methyl-4-oxo-5-(phenethylamino)quinazolin-3(4H)-yl)piperidine-2,6-dione